1,3,4,4,9-pentamethyl-5H-pyrazolo[4,3-c]quinoline CN1N=C(C=2C(NC=3C=CC=C(C3C21)C)(C)C)C